FC1(CCC(CC1)C1=CC(=NC(=N1)C1=CN=CN1C)C(=O)NC1CCC(CC1)OC)F 6-(4,4-difluorocyclohexyl)-N-((1r,4r)-4-methoxycyclohexyl)-2-(1-methyl-1H-imidazol-5-yl)pyrimidine-4-carboxamide